Phosphoglyceric acid C(C(C(=O)O)OP(=O)=O)O